methyl 1-(methyl-d3)-1H-pyrazole-5-carboxylate C(N1N=CC=C1C(=O)OC)([2H])([2H])[2H]